NC1=NC=CC=C1C1=NC=2C(=NC(=CC2)N2CCOCC2)N1C1=CC=C(CN2CCN(CC2)C2=NC=CC(=N2)C#N)C=C1 2-(4-(4-(2-(2-aminopyridin-3-yl)-5-morpholino-3H-imidazo[4,5-b]pyridin-3-yl)benzyl)piperazin-1-yl)pyrimidine-4-carbonitrile